N-(4-bromo-2-chloro-6-methylphenyl)-2-(1-methyl-1H-pyrazol-4-yl)thiazole-4-carboxamide BrC1=CC(=C(C(=C1)C)NC(=O)C=1N=C(SC1)C=1C=NN(C1)C)Cl